C(C)N(C(=O)CCC)CC N,N-Diethylpropanecarboxamide